CC(CC(C)NC1=CC=C(C=C1)NC1=CC=C(C=C1)O)C 4-({4-[(4-methylpentan-2-yl)amino]phenyl}amino)phenol